C(C)(C)C1=C(NC2=CC=C(C=C12)C1CCN(CC1)CC=O)C=1C=C(C=2N(C1)N=CN2)C 2-(4-(3-isopropyl-2-(8-methyl-[1,2,4]triazolo[1,5-a]pyridin-6-yl)-1H-indol-5-yl)piperidin-1-yl)ethan-1-one